(2,6-xylyl) 1,4-phenylene phosphate P1(=O)(OC2=C(C=CC=C2C)C)OC2=CC=C(C=C2)O1